C(C1=CC=CC=C1)C=1NC(=NN1)C(=O)N[C@H]1C(N(C=2C=C(C=C3C=CN(C23)C1)Br)C)=O |r| (±)-5-benzyl-N-(9-bromo-1-methyl-2-oxo-1,2,3,4-tetrahydro-[1,4]diazepino[3,2,1-hi]indol-3-yl)-4H-1,2,4-triazole-3-carboxamide